(E)-3-(2,3-dihydro-1H-inden-5-yl)-N-(5-methyl-1H-pyrazol-4-yl)-N-(thiophen-2-ylmethyl)acrylamide C1CCC2=CC(=CC=C12)/C=C/C(=O)N(CC=1SC=CC1)C=1C=NNC1C